BrC1=CC=C(C=C1)CCBr 1-bromo-4-(2-bromoethyl)benzene